rubidium methyl-naphthalenesulfonic acid CC1=C(C2=CC=CC=C2C=C1)S(=O)(=O)O.[Rb]